C(N)(=N)C=1C=C(SC1)CNC(=O)[C@H]1NC[C@@]2(CC2(F)F)C1 (3S,6S)-N-((4-carbamimidoylthiophen-2-yl)methyl)-1,1-difluoro-5-azaspiro[2.4]-heptane-6-carboxamide